COC(=O)C=1N=NC(=CC1NN)Cl 6-Chloro-4-hydrazinopyridazine-3-carboxylic acid methyl ester